N1=C(C(=CC=C1)C(=O)N1CCC(CC1)(C#N)CC=1C=NC=CC1)C1=CC=NC=C1 1-{[2,4'-bipyridine]-3-carbonyl}-4-[(pyridin-3-yl)methyl]piperidine-4-carbonitrile